BrC1=CC=C(C=C1)B(O)O p-Bromophenylboronic acid